NCC1=CC=C(CN2C(=NC=3C2=C(N=NC3N)OC(C)C)CCCC)C=C1 1-(4-(aminomethyl)benzyl)-2-butyl-7-isopropoxy-1H-imidazo[4,5-d]pyridazin-4-amine